COC=1C=C(C=CC1OC)C1NS(C2=C(N1)C=CC=C2)(=O)=O 3-(3,4-dimethoxyphenyl)-3,4-dihydro-2H-benzo[e][1,2,4]-thiadiazine-1,1-dioxide